(2S)-2-[9H-fluoren-9-ylmethoxycarbonyl(methyl)amino]-4,4,4-trifluoro-butanoic acid C1=CC=CC=2C3=CC=CC=C3C(C12)COC(=O)N([C@H](C(=O)O)CC(F)(F)F)C